4-cyano-N-(3-fluoro-4-(1H-tetrazol-5-yl)benzyl)-N-(2-fluorobenzyl)benzenesulfonamide C(#N)C1=CC=C(C=C1)S(=O)(=O)N(CC1=C(C=CC=C1)F)CC1=CC(=C(C=C1)C1=NN=NN1)F